Cl.N1C[C@H](CC1)OC1=NC=C(C#N)C=C1 (S)-6-(pyrrolidin-3-yloxy)nicotinonitrile hydrochloride